2-[(3-chloro-2-methoxyphenyl)amino]-6-isopropylpyridine-3-carboxylic acid ClC=1C(=C(C=CC1)NC1=NC(=CC=C1C(=O)O)C(C)C)OC